C(C1=CC=CC=C1)OC[C@@H](CC1=NC=C(C=C1)C=1CCOCC1)O (2R)-1-(benzyloxy)-3-[5-(3,6-dihydro-2H-pyran-4-yl)pyridin-2-yl]propan-2-ol